5-bromoindan-1-one oxime BrC=1C=C2CCC(C2=CC1)=NO